CC1=C(N2C(C=3N(CCOC3C(=N2)NC2CCC(CC2)(O)C)C)=N1)C1=CC(=NC=C1)C(F)(F)F 4-[2,9-Dimethyl-3-(2-trifluoromethyl-pyridin-4-yl)-8,9-dihydro-7H-6-oxa-1,3a,4,9-tetraaza-cyclopenta[a]naphthalen-5-ylamino]-1-methyl-cyclohexanol